BrC=1C=C2C=CN(C(C2=CC1F)=O)CCC[C@H](CCOC(F)F)NC=1C=NN(C(C1C(F)(F)F)=O)COCC[Si](C)(C)C 6-bromo-2-[(4R)-6-(difluoromethoxy)-4-[[6-oxo-5-(trifluoromethyl)-1-(2-trimethylsilylethoxymethyl)pyridazin-4-yl]amino]hexyl]-7-fluoro-isoquinolin-1-one